C(CCCCCCCC)(=O)OCC(COC(CCC(OCCCCCCCC)OCCCCCCCC)=O)CO 3-((4,4-bis(octyloxy)butanoyl)oxy)-2-(hydroxymethyl)propyl nonanoate